C1(=CC=CC=C1)[C@H](CC(=O)O)C (S)-3-phenyl-butyric acid